(E)-3-(5-chloro-1H-pyrrolo[2,3-b]pyridin-3-yl)-N-(2-chlorobenzyl)-2-cyanoacrylamide ClC=1C=C2C(=NC1)NC=C2/C=C(/C(=O)NCC2=C(C=CC=C2)Cl)\C#N